cyano-3-nitrocinnamic acid C(#N)C(C(=O)O)=CC1=CC(=CC=C1)[N+](=O)[O-]